2,6-Difluoro-3-(1-methyl-6-(2-(5-methyl-1,3,4-oxadiazol-2-yl)morpholino)-1H-pyrazolo[3,4-d]pyrimidin-3-yl)-5-(trifluoromethyl)phenol FC1=C(C(=C(C=C1C1=NN(C2=NC(=NC=C21)N2CC(OCC2)C=2OC(=NN2)C)C)C(F)(F)F)F)O